COC=1N(C=CN1)C(=O)NCCCC(C)C methoxy-N-(4-methylpentyl)-1H-imidazole-1-carboxamide